1-(2-((1R,3S,5R)-3-((6-bromo-3-methylpyridin-2-yl)carbamoyl)-5-methyl-2-azabicyclo[3.1.0]hexan-2-yl)-2-oxoethyl)-N-methyl-5-(2-methylpyrimidin-5-yl)-1H-indazole-3-carboxamide BrC1=CC=C(C(=N1)NC(=O)[C@H]1N([C@@H]2C[C@@]2(C1)C)C(CN1N=C(C2=CC(=CC=C12)C=1C=NC(=NC1)C)C(=O)NC)=O)C